[(2,4-dimethoxyphenyl)methyl]-N-methyl[5-chloro-3-(1-methyl-3-pyrazolyl)-2-{[2-(trimethylsilyl)ethoxy]methyl}-2H-1,2,4,6-tetraazainden-7-yl]amine COC1=C(C=CC(=C1)OC)CN(C)C1=NC(=NC2=C(N(N=C12)COCC[Si](C)(C)C)C1=NN(C=C1)C)Cl